NC1=NC=NN2C1=C(C=C2C=2C=C(C(=C(C(=O)N[C@@H]1CN(C[C@@H]1F)C(=O)C1CC13CC3)C2)C)F)C(F)(F)F 5-[4-Amino-5-(trifluoromethyl)pyrrolo[2,1-f][1,2,4]triazin-7-yl]-3-fluoro-N-[(3R,4S)-4-fluoro-1-{spiro[2.2]pentan-1-carbonyl}pyrrolidin-3-yl]-2-methylbenzamid